CN(CCNC(C(CCSCCC(=O)OCCCCCCCCCCCCCCCC)NC(C(CCCCCCCC)CCCCCC)=O)=O)C hexadecyl 3-((4-((2-(dimethylamino)ethyl)amino)-3-(2-hexyldecanamido)-4-oxobutyl)thio)propanoate